3-(4-(4-(Aminomethyl)phenyl)-1H-pyrazol-1-yl)piperidine-2,6-dione NCC1=CC=C(C=C1)C=1C=NN(C1)C1C(NC(CC1)=O)=O